CYCLOHEXYL PROPIONATE C(CC)(=O)OC1CCCCC1